galloleic acid [GaH]1C(=CC=C1)C(=O)O